C1(=NC=CC2=CC=3NC=4C=CC=CC4C3C=C21)C(=O)N 6H-pyrido[4,3-b]carbazole-1-carboxamide